2-(p-chloroanilino)-2-oxoacetic acid ClC1=CC=C(NC(C(=O)O)=O)C=C1